6-(2-amino-(2,5-difluoro-4-(piperidin-4-yloxy)phenyl)-6-fluoropyridin-3-yl)-3,4-dihydroisoquinolin-1(2H)-one NC1=NC(=CC(=C1C=1C=C2CCNC(C2=CC1)=O)C1=C(C=C(C(=C1)F)OC1CCNCC1)F)F